1-(((3S)-1-((3-((4-fluorophenyl)amino)-1-azetidinyl)sulfonyl)-3-piperidinyl)carbonyl)-N-(4-(trifluoromethyl)benzyl)-D-prolinamide FC1=CC=C(C=C1)NC1CN(C1)S(=O)(=O)N1C[C@H](CCC1)C(=O)N1[C@H](CCC1)C(=O)NCC1=CC=C(C=C1)C(F)(F)F